4-[(5-bromo-2-fluoro-4-methoxy-phenyl)methyl]-3,5-dichloro-phenol BrC=1C(=CC(=C(C1)CC1=C(C=C(C=C1Cl)O)Cl)F)OC